C1=C(C=CC2=CC=CC=C12)C1=CC=C(C=C1)OB(O)O (4-(2-naphthyl)phenyl)boric acid